2-[4-[3-(3-Bromo-4-hydroxyphenyl)prop-2-enoyl]phenoxy]-N,N-dimethylacetamide BrC=1C=C(C=CC1O)C=CC(=O)C1=CC=C(OCC(=O)N(C)C)C=C1